COCCOCCN(CCOCCOC)CCOCCOC 2-(2-methoxyethoxy)-N,N-bis[2-(2-methoxyethoxy)ethyl]ethylamine